2-(4-bromo-1'-(1H-indazole-5-carbonyl)-2-oxospiro[indoline-3,4'-piperidin]-1-yl)-N-(2-(morpholinomethyl)phenyl)acetamide BrC1=C2C(=CC=C1)N(C(C21CCN(CC1)C(=O)C=1C=C2C=NNC2=CC1)=O)CC(=O)NC1=C(C=CC=C1)CN1CCOCC1